O=C1C2=CC=CC=C2CC=2C=CC=CC12 9,10-dihydro-9-oxo-anthracene